1-(9,10-dioxo-9,10-dihydroanthracene-2-carbonyl)-N,N-dimethylpiperidine-4-sulfonamide O=C1C2=CC=CC=C2C(C=2C=CC(=CC12)C(=O)N1CCC(CC1)S(=O)(=O)N(C)C)=O